4-methyl-7-(diethylamino)coumarin CC1=CC(OC2=CC(=CC=C12)N(CC)CC)=O